C1(CC1)C1=C(C(=NO1)C1=C(C=C(C=C1Cl)F)Cl)COC1C[C@H]2CC[C@@H](C1)N2C(=O)OC(C)(C)C Tert-butyl (1R,3R,5S)-3-((5-cyclopropyl-3-(2,6-dichloro-4-fluorophenyl) isoxazol-4-yl) methoxy)-8-azabicyclo[3.2.1]octane-8-carboxylate